(S)-N-(9-(3-(bis(4-methoxyphenyl)(phenyl)methoxy)-2-hydroxypropyl)-6-oxo-6,9-dihydro-1H-purin-2-yl)isobutyramide COC1=CC=C(C=C1)C(OC[C@H](CN1C=2N=C(NC(C2N=C1)=O)NC(C(C)C)=O)O)(C1=CC=CC=C1)C1=CC=C(C=C1)OC